tert-butyl (S)-3-((methylsulfonyl) oxy)pyrrolidine-1-carboxylate CS(=O)(=O)O[C@@H]1CN(CC1)C(=O)OC(C)(C)C